C[C@H]1CN(CC2=CC=C(C=C12)N1C([C@H]2CNCC[C@H]2C1)=O)C1=C2C(=NC=C1)N(N=C2)C cis-2-[(4R)-4-methyl-2-(1-methylpyrazolo[3,4-b]pyridin-4-yl)-3,4-dihydro-1H-isoquinolin-6-yl]-3a,4,5,6,7,7a-hexahydro-1H-pyrrolo[3,4-c]pyridin-3-one